CC=1OC2=C(N1)C=CC(=C2)C=2N=C1N(N=C(C=C1)C1CCNCC1)C(C2)=O 2-(2-methyl-1,3-benzoxazol-6-yl)-7-(piperidin-4-yl)-4H-pyrimido[1,2-b]pyridazin-4-one